4-(N,N-dimethylaminosulfonyl)-7-hydrazino-2,1,3-benzoxadiazole CN(S(=O)(=O)C1=CC=C(C2=NON=C21)NN)C